3-((5-(1,3,4-oxadiazol-2-yl)pyridin-2-yl)methoxy)-N-phenylbenzamide tert-butyl-(S)-3-((6-(4-amino-2,3-difluorophenyl)quinazolin-2-yl)amino)piperidine-1-carboxylate C(C)(C)(C)OC(=O)N1C[C@H](CCC1)NC1=NC2=CC=C(C=C2C=N1)C1=C(C(=C(C=C1)N)F)F.O1C(=NN=C1)C=1C=CC(=NC1)COC=1C=C(C(=O)NC2=CC=CC=C2)C=CC1